N-(2-(4-(3,3-dimethylbutanoyl)piperazin-1-yl)phenyl)-4-(trifluoromethyl)benzenesulfonamide CC(CC(=O)N1CCN(CC1)C1=C(C=CC=C1)NS(=O)(=O)C1=CC=C(C=C1)C(F)(F)F)(C)C